C1(=CC=CC=C1)C1=NN=C(O1)C1(CCO1)C(=O)O 4-(5-phenyl-1,3,4-oxadiazol-2-yl)oxetan-4-carboxylic acid